O=C1NC(CC[C@H]1NC1=CC(=C(C=C1)N1CCC(CC1)(O)CC(=O)O)F)=O 2-[1-[4-[[(3R)-2,6-dioxo-3-piperidinyl]amino]-2-fluoro-phenyl]-4-hydroxy-4-piperidinyl]acetic acid